1,2-diamino-beta-propanesulfonate NCC(C)(S(=O)(=O)[O-])N